NC[C@@]1([C@@H]2CCN(C[C@H]12)C=1N=CC(=NC1)SC1=C(C=C(C(=O)N)C=C1)Cl)C1=C(C=CC=C1)F 4-((5-((1S,6R,7R)-7-(aminomethyl)-7-(2-fluorophenyl)-3-azabicyclo[4.1.0]heptan-3-yl)pyrazin-2-yl)thio)-3-chlorobenzamide